3-(4-chloro-6-iodo-1-oxoisoindolin-2-yl)piperidine-2,6-dione ClC1=C2CN(C(C2=CC(=C1)I)=O)C1C(NC(CC1)=O)=O